ClC1=C(C=CC=C1)C(=O)N1N=CC2=C(B1O)C=CC=C2 (2-chlorophenyl)(1-hydroxybenzo[d]-[1,2,3]diazaborinin-2(1H)-yl)methanone